C(#N)C=1C2=C(SC1N(C(=O)C1=CC=CC3=CC=CC=C13)CC=1N=NN(C1)CC(C1=CC=CC=C1)=O)CCCC2 N-(3-cyano-4,5,6,7-tetrahydrobenzo[b]thiophen-2-yl)-N-((1-(2-oxo-2-phenyl-ethyl)-1H-1,2,3-triazol-4-yl)methyl)-1-naphthamide